C[Si](CCCC=1NCCN1)(OCC)OCC (3-methyldiethoxysilylpropyl)-4,5-dihydroimidazole